tert-butyl (2R,5S)-4-((((6-bromo-2,4-diisopropylpyridin-3-yl)carbamoyl)imino)(2,5-dichloro-6-(2-fluorophenyl)pyridin-3-yl)methyl)-2,5-dimethylpiperazine-1-carboxylate BrC1=CC(=C(C(=N1)C(C)C)NC(=O)N=C(N1C[C@H](N(C[C@@H]1C)C(=O)OC(C)(C)C)C)C=1C(=NC(=C(C1)Cl)C1=C(C=CC=C1)F)Cl)C(C)C